benzo-cyclobutene C1=CC2=C1C=CC=C2